2,3,4,5,6-pentafluorobenzonitrile FC1=C(C#N)C(=C(C(=C1F)F)F)F